CC1=CC=C(C=C1)C(C)O (4-methylphenyl)-1-ethanol